3-fluoro-4-{1-[(4-methoxyphenyl)methyl]-5-(trifluoromethyl)-1H-1,2,3-triazol-4-yl}pyridineMethylamine chloride [Cl-].FC=1C(=NC=CC1C=1N=NN(C1C(F)(F)F)CC1=CC=C(C=C1)OC)CN